(S)-4-(4-(2,2-difluoropropoxy)-2-fluorophenyl)-1-(4H-imidazolo[1,2-a]pyridin-7-yl)azetidin-2-one FC(COC1=CC(=C(C=C1)[C@@H]1CC(N1C1=CC=2N(C=C1)C=CN2)=O)F)(C)F